ClC1=CC=C2C=CNC2=C1C=1OC=CN1 2-(6-chloro-1H-indol-7-yl)oxazole